6-methyl-N-(1-methylcyclopropyl)-5-[4-(5-methylpyridin-2-yl)piperazine-1-carbonyl]furo[2,3-d]pyrimidin-4-amine CC1=C(C2=C(N=CN=C2NC2(CC2)C)O1)C(=O)N1CCN(CC1)C1=NC=C(C=C1)C